C(C)OC1=C(C=C(C=C1)S(=O)(=O)N1CCC(CC1)CCO[N+](=O)[O-])C1=NN2C(C(N1)=O)=C(C(=C2CCC)/C=N/O)C (E)-2-(1-((4-Ethoxy-3-(6-((hydroxyimino)methyl)-5-methyl-4-oxo-7-propyl-3,4-dihydropyrrolo[2,1-f][1,2,4]triazin-2-yl)phenyl)sulfonyl)piperidin-4-yl)ethylnitrat